C1[C@H]2[C@H](CO[C@@H]2C3=CC4=C(C=C3O[C@H]5[C@@H]([C@H]([C@@H]([C@H](O5)CO[C@H]6[C@@H]([C@H]([C@@H]([C@H](O6)CO)O)O)O)O)O)O)OCO4)[C@H](O1)C7=CC8=C(C=C7)OCO8 The molecule is a disaccharide derivative that is sesaminol in which the hydroxy group at position 5 has been substituted by a 6-O-beta-D-glucopyranosyl-beta-D-glucopyranoside group. It is a metabolite found in sesame seeds. It has a role as a plant metabolite. It is a gentiobioside, a disaccharide derivative, a furofuran and a member of benzodioxoles. It derives from a sesaminol.